[C@@H]1([C@H](S)[C@H](O)[C@@H](CO)O1)N1C=NC=2C(N)=NC=NC12 thioadenosine